C1(=CC=CC=C1)C=1C(=C(C=2C=CC3=CC=C(C=4C=CC1C2C43)N)N(C4=CC=C(C=C4)C4(C3=CC=CC=C3C=3C=CC=CC43)C4=CC=CC=C4)C4=CC=C(C=C4)C4(C3=CC=CC=C3C=3C=CC=CC43)C4=CC=CC=C4)C4=CC=CC=C4 diphenyl-N,N-bis[4-(9-phenyl-9H-fluoren-9-yl)phenyl]pyrene-1,6-diamine